(2S,5R)-5-[4-(4-trifluoromethylphenyl)phenyl]-1H-pyrrole FC(C1=CC=C(C=C1)C1=CC=C(C=C1)C1=CC=CN1)(F)F